4-(2-methyltetradecan-2-yl)oxazol-2(3H)-one CC(C)(CCCCCCCCCCCC)C=1NC(OC1)=O